ClC1=CC=C2C(=CC(=NC2=C1Cl)N1[C@@H](CC[C@H]1CCOCC(=O)OC)C(=O)OC)N1C=NC=C1 Methyl (2S,5S)-1-(7,8-dichloro-4-(1H-imidazol-1-yl)quinolin-2-yl)-5-(2-(2-methoxy-2-oxoethoxy)ethyl)pyrrolidine-2-carboxylate